6-(4-(5-(3-fluoro-4-methylphenyl)-7,7-dimethyl-6,7-dihydro-5H-pyrrolo[2,3-b]pyrazine-2-carbonyl)-3,3-dimethylpiperazin-1-yl)-2,4-dimethylnicotinic acid methyl ester COC(C1=C(N=C(C=C1C)N1CC(N(CC1)C(=O)C=1N=C2C(=NC1)N(CC2(C)C)C2=CC(=C(C=C2)C)F)(C)C)C)=O